C(C)(C)(C)OC(=O)NNC(=O)C1=CC(=C(C=C1)S(=O)(=O)[O-])[N+](=O)[O-].[Na+] sodium 4-(2-(tert-butoxycarbonyl) hydrazine-1-carbonyl)-2-nitrobenzenesulfonate